ClC1=NC=C(C(=N1)C1=CC=C2C=C(C(N(C2=C1)C(C)C)CN1[C@H](COC[C@@H]1C)C)C)F 7-(2-chloro-5-fluoropyrimidin-4-yl)-2-(((3S,5S)-3,5-dimethylmorpholino)methyl)-1-isopropyl-3-methylquinolin